Cl.N1C=CC2=CC(=CC=C12)C1=NN2C(CNCC2)=C1C1=CC=NC=C1 2-(1H-indol-5-yl)-3-(pyridin-4-yl)-4,5,6,7-tetrahydropyrazolo[1,5-a]pyrazine hydrochloride